O=C1N(CCC(N1)=O)C=1C=C(OCC(=O)N2CCC(CC2)C(=O)N2CCC(CC2)C(=O)O)C=CC1C 1-[1-[2-[3-(2,4-dioxohexahydropyrimidin-1-yl)-4-methyl-phenoxy]acetyl]piperidine-4-carbonyl]piperidine-4-carboxylic acid